5-(4,6-dimorpholino-1,3,5-triazin-2-yl)-N-(4-(trifluoromethyl)benzyl)benzo[d]oxazol-2-amine O1CCN(CC1)C1=NC(=NC(=N1)N1CCOCC1)C=1C=CC2=C(N=C(O2)NCC2=CC=C(C=C2)C(F)(F)F)C1